[C@@H]1([C@H](O)[C@H](O)[C@@H](O)[C@@H](O1)C)OC[C@@H]1[C@H]([C@@H]([C@H]([C@@H](O1)OC1=CC2=C(C(C=C(O2)C2=CC(=C(C=C2)OC)O)=O)C(=C1)O)O)O)O 7-[[6-O-(6-deoxy-alpha-L-mannopyranosyl)-beta-D-glucopyranosyl]oxy]-5-hydroxy-2-(3-hydroxy-4-methoxyphenyl)-4H-1-benzopyran-4-one